3-[4-(5-Hydroxy-2-pyridyl)piperazine-1-carbonyl]chromen-2-one OC=1C=CC(=NC1)N1CCN(CC1)C(=O)C=1C(OC2=CC=CC=C2C1)=O